C(CCCCCCC)OC1=C(C=CC=C1)C=1C=NC2=CC=CC=C2N1 3-(octyloxyphenyl)quinoxaline